S1C(=NC2=C1C=CC=C2)SCC(=O)O 2-(benzothiazolylthio)acetic acid